2-fluoro-4-hydroxy-5-iodo-benzoic acid methyl ester COC(C1=C(C=C(C(=C1)I)O)F)=O